9-(Isopentyloxy)-6-isopropyl-2-oxo-10-(thiazol-2-yl)-6,7-dihydro-2H-pyrido[2,1-a]isoquinoline-3-carboxylic acid C(CC(C)C)OC=1C=C2CC(N3C(C2=CC1C=1SC=CN1)=CC(C(=C3)C(=O)O)=O)C(C)C